C(C)N1CCC(CC1)N(C(=O)C=1NC(=CN1)C=1C=NN(C1)C1=CC=CC=C1)C N-(1-ethylpiperidin-4-yl)-N-methyl-5-(1-phenyl-1H-pyrazol-4-yl)-1H-imidazole-2-carboxamide